sodium difluoromalonate FC(C(=O)[O-])(C(=O)[O-])F.[Na+].[Na+]